CCCCCCCCCCCCCCCCCC(=O)OC[C@H](COP(=O)([O-])OCC[N+](C)(C)C)OC(=O)CCCCCCCCCCCCC The molecule is a phosphatidylcholine 32:0 in which the acyl group specified at positions 1 and 2 are stearoyl and myristoyl respectively. It is a phosphatidylcholine 32:0 and a tetradecanoate ester. It derives from an octadecanoic acid.